3-(1-(trifluoromethyl)-1H-pyrazol-3-yl)bicyclo[1.1.1]pentane-1-carboxylic acid FC(N1N=C(C=C1)C12CC(C1)(C2)C(=O)O)(F)F